6-bromodimethylisobenzofuran-1(3H)-one BrC1=CC=C2C(OC(C2=C1)=O)(C)C